BrC1=CC(=C(C#N)C=C1)SCC1=CC=C(C=C1)OC 4-bromo-2-[(4-methoxyphenyl)methylsulfanyl]benzonitrile